FC1=C(C=C(C=C1)F)C1=C(C(=NC=C1)C1C(CCCC1)F)N1C(N=CC=C1)C(C)C N-(4-(2,5-difluorophenyl)-2-(2-fluorocyclohexyl)pyridin-3-yl)-2-isopropylpyrimidine